methyl (R)-4-(5-amino-3-oxo-4-((((phenyl-d5)methyl-d2)sulfonyl)oxy)-2,3-dihydrofuran-2-yl-2-d)benzoate NC1=C(C([C@@](O1)([2H])C1=CC=C(C(=O)OC)C=C1)=O)OS(=O)(=O)C([2H])([2H])C1=C(C(=C(C(=C1[2H])[2H])[2H])[2H])[2H]